ClC1=C(C=CC=2N=C(SC21)C)C2=NNC=1N=C(N(C(C12)=O)C)N1[C@H]2[C@@H](C[C@@H]1CC2)NC 3-(7-Chloro-2-methylbenzo[d]thiazol-6-yl)-5-methyl-6-((1R,2R,4S)-2-(methylamino)-7-azabicyclo[2.2.1]heptan-7-yl)-1,5-dihydro-4H-pyrazolo[3,4-d]pyrimidin-4-one